N-(7-(6-(1-hydroxypropan-2-yl)-4-methylpyridin-3-yl)-2,6-naphthyridin-3-yl)cyclopropanecarboxamide OCC(C)C1=CC(=C(C=N1)C1=NC=C2C=C(N=CC2=C1)NC(=O)C1CC1)C